COC(CN1C(C2=CC(=CC=C2C(=N1)C(C)C)C(F)(F)F)=O)=O.N(=[N+]=[N-])CCCC(C)SC 1-azido-4-(methylsulfanyl)pentane methyl-2-(4-isopropyl-1-oxo-7-(trifluoromethyl)phthalazin-2(1H)-yl)acetate